tert-butyl (R)-6-(3-(4-hydroxy-2,2-dimethylpiperidin-1-yl)-5-methyl-1H-pyrazol-1-yl)-2-azaspiro[3.3]heptane-2-carboxylate O[C@H]1CC(N(CC1)C1=NN(C(=C1)C)C1CC2(CN(C2)C(=O)OC(C)(C)C)C1)(C)C